(R)-6-(2-chlorophenyl)-8-ethynyl-N,N,4-trimethyl-4H-benzo[f]imidazo[1,5-a][1,4]diazepine-3-carboxamide ClC1=C(C=CC=C1)C1=N[C@@H](C=2N(C3=C1C=C(C=C3)C#C)C=NC2C(=O)N(C)C)C